S1C=CC2=C1C(OCC21CC1)CN (5'h,7'h-spiro[cyclopropane-1,4'-thieno[2,3-c]pyran]-7'-yl)methylamine